CC1(C(N(C(N1CC1=CC(=NC=C1)NC(=O)NC(C)C)=O)C1=CC=C(C=C1)SC(F)(F)F)=O)C 1-(4-((5,5-dimethyl-2,4-dioxo-3-(4-((trifluoromethyl)thio)phenyl)imidazolidin-1-yl)methyl)pyridin-2-yl)-3-isopropylurea